fluoro-5-(((3-(2-(pyridin-2-yl)vinyl)-1H-indazol-5-yl)amino)methyl)benzonitrile FC1=C(C#N)C=C(C=C1)CNC=1C=C2C(=NNC2=CC1)C=CC1=NC=CC=C1